1-(3-methylpyridin-2-yl)-7-(trifluoromethyl)pyrido[2,3-d]pyrimidine-2,4(1H,3H)-dione CC=1C(=NC=CC1)N1C(NC(C2=C1N=C(C=C2)C(F)(F)F)=O)=O